N-(9,9-diphenyl-9H-fluoren-2-yl)-2-dibenzothiopheneamine C1(=CC=CC=C1)C1(C2=CC=CC=C2C=2C=CC(=CC12)NC1=CC2=C(SC3=C2C=CC=C3)C=C1)C1=CC=CC=C1